FC(C=C(CC(F)(F)F)F)(F)F 1,1,1,3,5,5,5-heptafluoro-2-pentene